N-[(1S)-2-[[(1S)-2-(4-aminophenyl)-1-[2-[(3-methylimidazol-4-yl)methyl]thiazol-4-yl]ethyl]amino]-2-oxo-1-(4-pyridylmethyl)ethyl]-N-methyl-carbamate NC1=CC=C(C=C1)C[C@@H](C=1N=C(SC1)CC=1N(C=NC1)C)NC([C@H](CC1=CC=NC=C1)N(C([O-])=O)C)=O